tetramethyl-2,2'-oxybis(ethylamine) CN(CCOCCN(C)C)C